C([O-])([O-])=O.[As+3].C([O-])([O-])=O.C([O-])([O-])=O.[As+3] arsenic carbonate salt